6-(5-chloro-2-((tetrahydro-2H-pyran-4-yl)amino)pyrimidin-4-yl)-4-fluoro-1-isopropyl-N,N-dimethyl-1H-benzo[d]imidazol-2-amine ClC=1C(=NC(=NC1)NC1CCOCC1)C=1C=C(C2=C(N(C(=N2)N(C)C)C(C)C)C1)F